FC1=C(C=CC(=C1C1=CC=C2C(=NNC2=C1F)C=1NC=CN1)F)NS(=O)(=O)C1=C(C=CC(=C1)F)C N-(2,4-difluoro-3-(7-fluoro-3-(1H-imidazol-2-yl)-1H-indazol-6-yl)phenyl)-5-fluoro-2-methylbenzenesulfonamide